(R)-4-((1-(hydroxymethyl)cyclobutyl)amino)-2-(4-(3-methyl-1,2,4-oxadiazol-5-yl)phenyl)-6,7-dihydrothieno[3,2-d]pyrimidine-5-oxide OCC1(CCC1)NC=1C2=C(N=C(N1)C1=CC=C(C=C1)C1=NC(=NO1)C)CC[S@]2=O